C1(CCCCC1)[C@H](C)OC1=C(C(=O)NC(CC2=CC=CC=C2)CC)C=C(C(=C1)N1N=C(N(C1=O)C)CC)F 2-[(1S)-1-cyclohexylethoxy]-4-(3-ethyl-4-methyl-5-oxo-4,5-dihydro-1H-1,2,4-triazol-1-yl)-5-fluoro-N-(1-phenylbut-2-yl)benzamide